C1(=CC=C(C=C1)O)C1=CC=C(C=C1)O (1,1'-biphenyl)-4,4'-diol